CO[C@]1(COCC1)C1=CC(=CC(=N1)N)C (S)-6-(3-methoxytetrahydrofuran-3-yl)-4-methylpyridin-2-amine